ClC1=NC=CC2=C(C=CC=C12)S(=O)(=O)N1CC(C2=CC=CC=C12)(C)C 1-chloro-5-(3,3-dimethylindolin-1-yl)sulfonyl-isoquinoline